4-methylbenzenesulfonic acid 2-(5-methoxy-3,4-dihydro-2H-pyrrol-4-yl)ethyl ester COC=1C(CCN1)CCOS(=O)(=O)C1=CC=C(C=C1)C